[K+].FS(=O)(=O)[O-] perfluorosulfonic acid potassium salt